OCCC(C(=O)O)=C.C(C=C)(=O)OCCO 2-hydroxyethyl acrylate [(2-hydroxylethyl) acrylate]